C(CCCCCCCCCCCCCCC)N(CCCCCCCCCCCCCCCC)CC(F)(F)F N,N-dihexadecyl-2,2,2-trifluoroethylamine